(trans-3-(5-(5-ethoxypyridin-2-yl)-4-(2-fluorophenyl)-4H-1,2,4-Triazol-3-yl)cyclobutyl-carbamoyl)-7-hydroxy-1,5-naphthyridine 1-oxide C(C)OC=1C=CC(=NC1)C=1N(C(=NN1)[C@@H]1C[C@H](C1)NC(=O)C1=[N+](C2=CC(=CN=C2C=C1)O)[O-])C1=C(C=CC=C1)F